((1R,2S)-2-hydroxy-1,2-diphenylethyl)benzo[d]thiazole-2-carboxamide O[C@@H]([C@H](C1=CC=CC=C1)C1=CC=CC2=C1N=C(S2)C(=O)N)C2=CC=CC=C2